BrC1=C(C2=CN(N=C2C=C1)CCC)C(=O)OC methyl 5-bromo-2-propyl-2H-indazole-4-carboxylate